O1C[C@@H](NCCC1)C=1C=C(C=NC1)NC(=O)C1=C(N=CN(C1=O)C1=C(C=CC=C1Cl)Cl)N (S)-N-(5-(1,4-oxazepan-3-yl)pyridin-3-yl)-4-amino-1-(2,6-dichlorophenyl)-6-oxo-1,6-dihydropyrimidine-5-carboxamide